8-(3-bromo-2-methylphenylamino)-1,7-naphthyridine-3-carbaldehyde BrC=1C(=C(C=CC1)NC=1N=CC=C2C=C(C=NC12)C=O)C